C(C1=CC=CC=C1)SC=1C(=C(SC1)Cl)Cl 4-(benzylthio)-2,3-dichlorothiophene